methyl (14R,Z)-14-((tert-butyldimethylsilyl)oxy)-2-((R,Z)-10-((tert-butyldimethylsilyl)oxy) hexadec-7-en-1-yl)-3-oxoicos-11-enoate [Si](C)(C)(C(C)(C)C)O[C@@H](C\C=C/CCCCCCCC(C(C(=O)OC)CCCCCC\C=C/C[C@@H](CCCCCC)O[Si](C)(C)C(C)(C)C)=O)CCCCCC